O=C1C(=C(C=NN1COCC[Si](C)(C)C)N1[C@@H](CCC1)COC1CC(CCC1)C(=O)OC)C(F)(F)F methyl 3-[[(2S)-1-[6-oxo-5-(trifluoromethyl)-1-[[2-(trimethyl silyl)ethoxy]methyl]-1,6-dihydropyridazin-4-yl]pyrrolidin-2-yl]methoxy]cyclohexane-1-carboxylate